C(C)C1=CC=C(C=C1)C=1N=C(SC1SC(C)C)N1N=C(C(=C1C(=O)O)C1=CC(=CC=C1)F)C 1-(4-(4-ethylphenyl)-5-(isopropylthio)thiazol-2-yl)-4-(3-fluorophenyl)-3-methyl-1H-pyrazole-5-carboxylic acid